C(C)(C)(C)OC(=O)N1CCN(CC1)[C@]1(COC[C@H]1O[Si](C1=CC=CC=C1)(C1=CC=CC=C1)C(C)(C)C)C#N 4-((3S,4S)-4-((tert-butyldiphenylsilyl)oxy)-3-cyanotetrahydrofuran-3-yl)piperazine-1-carboxylic acid tert-butyl ester